S1N=NC=C1C1=CC(=C2C(=N1)NN=C2)NCCOCCCCNCC=2C=C(OCCO)C=C(C2)OC(F)(F)F 2-(3-(((4-(2-((6-(1,2,3-thiadiazol-5-yl)-1H-pyrazolo[3,4-b]pyridin-4-yl)amino)ethoxy)butyl)amino)methyl)-5-(trifluoromethoxy)phenoxy)ethan-1-ol